(R)-8-bromo-N4-(1-cyclopropylethyl)-N2-((4-methylcyclohexyl)methyl)quinazoline-2,4-diamine BrC=1C=CC=C2C(=NC(=NC12)NCC1CCC(CC1)C)N[C@H](C)C1CC1